methyl (R)-2-(benzyloxy)-4-(N-((6-cyclohexylpyridin-3-yl)methyl)-1-((perfluorophenyl)sulfonyl)azetidine-2-carboxamido)benzoate C(C1=CC=CC=C1)OC1=C(C(=O)OC)C=CC(=C1)N(C(=O)[C@@H]1N(CC1)S(=O)(=O)C1=C(C(=C(C(=C1F)F)F)F)F)CC=1C=NC(=CC1)C1CCCCC1